FC1=CC2=C(N=CCO2)C=C1[N+](=O)[O-] 7-fluoro-6-nitro-2H-1,4-benzoxazine